CC1[Se]C=CC=C1 methylselenainine